3-Chloro-4-(6-hydroxy-2-quinolinyl)benzoic acid ClC=1C=C(C(=O)O)C=CC1C1=NC2=CC=C(C=C2C=C1)O